Potassium 2-[[4-[2-Fluoro-4-[[1-[(4-fluorophenyl)carbamoyl]cyclopropanecarbonyl] amino]phenoxy]-6-methoxy-7-quinolyl]oxy]acetat FC1=C(OC2=CC=NC3=CC(=C(C=C23)OC)OCC(=O)[O-])C=CC(=C1)NC(=O)C1(CC1)C(NC1=CC=C(C=C1)F)=O.[K+]